bis(2-(9H-carbazole-9-yl)ethoxy)diphenyl-silane C1=CC=CC=2C3=CC=CC=C3N(C12)CCO[Si](C1=CC=CC=C1)(C1=CC=CC=C1)OCCN1C2=CC=CC=C2C=2C=CC=CC12